(2-(4-chlorophenyl)pyrazolo[1,5-a]pyrimidin-6-yl)(5-fluoro-2-hydroxyphenyl)methanone ClC1=CC=C(C=C1)C1=NN2C(N=CC(=C2)C(=O)C2=C(C=CC(=C2)F)O)=C1